C[C@@H]1N(C2=CC=CC=C2[C@@H](C1)NC1=CC=C(C=C1)NC(CNC(NC1=CC=C(OCCC=2C=C(C(=O)[O-])C=CC2)C=C1)=O)=O)C(CC)=O 3-(2-(4-(3-(2-((4-(((2S,4R)-2-methyl-1-propionyl-1,2,3,4-tetrahydroquinolin-4-yl)amino)phenyl)amino)-2-oxoethyl)ureido)phenoxy)ethyl)benzoate